FC1=C2C(=NN=C(C2=C(C(=C1F)F)F)C=1SC2=C(C1)C=CC=C2)C2=C(C=C(C=C2)C(F)(F)F)C(F)(F)F 5,6,7,8-tetrafluoro-1-(2-benzothienyl)-4-(2,4-bistrifluoromethylphenyl)phthalazine